3-chloro-N-((1R,5S,6r)-3-(5-(3-cyano-6-(2-hydroxy-2-methylpropoxy)pyrazolo[1,5-a]pyridin-4-yl)pyridin-2-yl)-3-azabicyclo[3.1.0]hexan-6-yl)picolinamide ClC=1C(=NC=CC1)C(=O)NC1[C@@H]2CN(C[C@H]12)C1=NC=C(C=C1)C=1C=2N(C=C(C1)OCC(C)(C)O)N=CC2C#N